17-((5-(5H-pyrido[4,3-b]indol-7-yl)pyridin-2-yl)oxy)-3,6,9,12,15-pentaoxaheptadecane-1-oic acid tert-butyl ester C(C)(C)(C)OC(COCCOCCOCCOCCOCCOC1=NC=C(C=C1)C=1C=CC=2C3=C(NC2C1)C=CN=C3)=O